C[C@@H]1C(=O)[C@@H]([C@H]([C@H](O1)OP(=O)(O)OP(=O)(O)OC[C@@H]2[C@H]([C@H]([C@@H](O2)N3C=CC(=NC3=O)N)O)O)O)O The molecule is a CDP-4-dehydro-6-deoxy-D-glucose in which the anomeric centre of the deoxyglucose fragment has alpha-configuration. It is a CDP-4-dehydro-6-deoxy-D-glucose and a secondary alpha-hydroxy ketone. It is a conjugate acid of a CDP-4-dehydro-6-deoxy-alpha-D-glucose(2-).